CC(CCCC1=CC=CC=C1)N1N=NC2=C1N=C(NC2=O)CC2=CC(=CC=C2)S(=O)(=O)N2CCOCC2 3-(1-methyl-4-phenylbutyl)-5-[3-(morpholine-4-sulphonyl)benzyl]-3,6-dihydro[1,2,3]triazolo[4,5-d]pyrimidin-7-one